[O-2].[Zn+3].[Ga+3].[In+3] indium gallium zinc (Iii) oxide